FC=1C=C2C=NN(C2=CC1O)C1=CC=C(C=C1)C1=C(C=CC=C1)F 5-Fluoro-1-(2'-fluoro-[1,1'-biphenyl]-4-yl)-1H-indazol-6-ol